N[C@H](C(=O)OCC(CCCCCCCCC)CCCCCCCCC)CC1=CC(=CC(=C1)F)F 2-nonylundecyl (S)-2-amino-3-(3,5-difluorophenyl)propanoate